OC(=O)C(F)(F)F.C(N)(=O)C1=NC(=NC=C1)N1CCC(CC1)C(=O)O 1-(4-carbamoylpyrimidin-2-yl)piperidine-4-carboxylic acid TFA salt